ClC1=CC2=C(S1)[C@@]1(C[C@@H](N(CC1)C[C@@H](C(=O)[O-])O)C)OCC2 (2S)-3-[(2'S,7R)-2-chloro-2'-methyl-spiro[4,5-dihydrothieno[2,3-C]pyran-7,4'-piperidin]-1'-yl]-2-hydroxy-propionate